4-((1R,5S)-3,8-diazabicyclo[3.2.1]octan-3-yl)-7-(8-chloronaphthalen-1-yl)-8-fluoro-2-(((S)-1-methylpyrrolidin-2-yl)methoxy)pyrido[4,3-d]pyrimidine [C@H]12CN(C[C@H](CC1)N2)C=2C1=C(N=C(N2)OC[C@H]2N(CCC2)C)C(=C(N=C1)C1=CC=CC2=CC=CC(=C12)Cl)F